bis(2,5-dioxopyrrolidin-1-yl)-2,3-dibromosuccinate O=C1N(C(CC1)=O)C(C(C(=O)[O-])(Br)N1C(CCC1=O)=O)(C(=O)[O-])Br